C1=CC=CC=2C3=CC=CC=C3C(C12)COC(=O)N[C@H](C(=O)O)CC1=CC=C(C=C1)C1=NC=C(C=C1)OC (S)-2-((((9H-fluoren-9-yl)methoxy)carbonyl)amino)-3-(4-(5-methoxypyridin-2-yl)phenyl)propanoic acid